5-bromo-2-ethyl-7-(2-hydroxyethylamino)isoindolin-1-one BrC=1C=C2CN(C(C2=C(C1)NCCO)=O)CC